NCCC(CNCCCC)N 1-(2-aminoethyl)-N2-butyl-ethane-1,2-diamine